C(#N)[C@H]1[C@@H](C1)CNC(=O)C1CCN(CC12CC2)C=2C1=C(N=CN2)NC=C1 N-[[(1R,2R)-2-cyanocyclopropyl]methyl]-5-(7H-pyrrolo[2,3-d]pyrimidin-4-yl)-5-azaspiro[2.5]octane-8-carboxamide